(3E)-1-bromo-7,7-diethoxy-3-heptene BrCC\C=C\CCC(OCC)OCC